CC1=C(CNC(C2=CC=CC=C2)C2=CC=CC=C2)C=CC=C1 N-(2-methylbenzyl)-1,1-diphenylmethylamine